2-(1-methyl-1H-indol-4-yl)benzaldehyde CN1C=CC2=C(C=CC=C12)C1=C(C=O)C=CC=C1